C(C)(C)(C)OC(NC(C(=O)NC)CC=CC1=CC=C(C=C1)C(F)(F)F)=O (1-(methylamino)-1-oxo-5-(4-(trifluoromethyl)phenyl)pent-4-en-2-yl)carbamic acid tert-butyl ester